[N+](=O)([O-])C1=CC=C(C=C1)N1CCN(CC1)C1CC2(CC1)CCN(CC2)C2=CC=C1C=NNC(C1=C2)=O 7-(2-(4-(4-nitrophenyl)piperazin-1-yl)-8-azaspiro[4.5]decan-8-yl)phthalazin-1(2H)-one